N-(3-(Dimethylamino)propyl)-6-(2-(4-fluoro-3-methylphenyl)pyridin-3-yl)imidazo[1,2-a]pyridine-3-carboxamide CN(CCCNC(=O)C1=CN=C2N1C=C(C=C2)C=2C(=NC=CC2)C2=CC(=C(C=C2)F)C)C